4'-((2-butyl-4-ethyl-4-(2-fluoroethyl)-5-oxo-4,5-dihydro-1H-imidazol-1-yl)methyl)-N-(4,5-dimethylisoxazol-3-yl)-2'-(ethoxymethyl)-N-(methoxymethyl)-[1,1'-biphenyl]-2-sulfonamide C(CCC)C=1N(C(C(N1)(CCF)CC)=O)CC1=CC(=C(C=C1)C=1C(=CC=CC1)S(=O)(=O)N(COC)C1=NOC(=C1C)C)COCC